2-(4,4-difluoro-3-methylpiperidin-1-yl)-5,5,7,7-tetramethyl-5,6,7,8-tetrahydroquinoline-3-carboxylic acid FC1(C(CN(CC1)C1=NC=2CC(CC(C2C=C1C(=O)O)(C)C)(C)C)C)F